(+)-5,5'-Bis(diphenylphosphino)-4,4'-bi-1,3-benzodioxole C1(=CC=CC=C1)P(C1=C(C2=C(OCO2)C=C1)C1=C(C=CC=2OCOC21)P(C2=CC=CC=C2)C2=CC=CC=C2)C2=CC=CC=C2